N,N'-bis{2-[3-(3,5-di-tert-butyl-4-hydroxyphenyl)propionyloxy]ethyl}oxamide C(C)(C)(C)C=1C=C(C=C(C1O)C(C)(C)C)CCC(=O)OCCNC(=O)C(=O)NCCOC(CCC1=CC(=C(C(=C1)C(C)(C)C)O)C(C)(C)C)=O